cyclodotetracontan C1CCCCCCCCCCCCCCCCCCCCCCCCCCCCCCCCCCCCCCCCC1